5-thioglucose O=C[C@H](O)[C@@H](O)[C@H](O)[C@H](S)CO